1-(3-chloro-4-fluorophenyl)-10-methyl-1,2,3,6,7,10-hexahydro-12,9-(azeno)-13,15-ethenopyrido[3,4-l][1,4,7,14]oxatriazacyclohexadecin-8(5H)-one ClC=1C=C(C=CC1F)N1C2=C3C=C(C4=CN(C(C(NCCOCC1)=O)=N4)C)C=CC3=NC=C2